(3R,3aS,6S,6aR)-6-((2,3-dihydro-1H-pyrrolo[2,3-b]quinolin-7-yl)oxy)hexahydro-3aH-cyclopenta[b]furan-2,3,3a-triol N1CCC=2C1=NC1=CC(=CC=C1C2)O[C@H]2CC[C@]1([C@@H]2OC([C@@H]1O)O)O